ClC1=C(C=CC=C1NC1=C(C=CC=C1C)C)[C@@]1(CC(N(C(N1)=N)C1CCOCC1)=O)C (6S)-6-[2-Chloro-3-(2,6-dimethylanilino)phenyl]-2-imino-6-methyl-3-(tetrahydropyran-4-yl)hexahydropyrimidin-4-one